(6-((2-((2-methoxy-5-methyl-4-(4-(4-methylpiperazin-1-yl)piperidin-1-yl)phenyl)amino)thieno[3,2-d]pyrimidin-4-yl)amino)quinoxalin-5-yl)dimethylphosphine oxide COC1=C(C=C(C(=C1)N1CCC(CC1)N1CCN(CC1)C)C)NC=1N=C(C2=C(N1)C=CS2)NC=2C(=C1N=CC=NC1=CC2)P(C)(C)=O